C(C)OC1=C(SC=C1Br)Br ethoxy-2,4-dibromothiophene